Cl.CC1=CC2=CC(CN=C2C=C1)=O 6-methylquinolin-3-one hydrochloride